ClC1=NC=CC2=C1C(=NN2CC2=C(C=CC=C2F)F)CC 4-chloro-1-(2,6-difluorobenzyl)-3-ethyl-1H-pyrazolo[4,3-c]pyridine